O=C1N(CCC(N1)=O)C1=CC=C(C=C1)N1CCN(CC1)CC1CCC(CC1)NC(OC(C)(C)C)=O Tert-butyl N-[4-[[4-[4-(2,4-dioxohexahydropyrimidin-1-yl)phenyl]piperazin-1-yl]methyl] cyclohexyl]carbamate